COC(NCCC(C(=O)NC(CC1=CC2=C(OCO2)C=C1)C)N)=O methyl(3-amino-4-((1-(benzo[d][1,3]dioxol-5-yl)propan-2-yl)amino)-4-oxobutyl)carbamate